N-(1-((3-(Bromomethyl)phenyl)sulfonyl)piperidin-4-yl)-4-(1-(2,2,2-trifluoroethyl)-1H-pyrazol-4-yl)-5-(trifluoromethyl)pyrimidin-2-amine BrCC=1C=C(C=CC1)S(=O)(=O)N1CCC(CC1)NC1=NC=C(C(=N1)C=1C=NN(C1)CC(F)(F)F)C(F)(F)F